(2S,4S)-N-butyl-4-({[(1S)-1-carbamoylethyl]carbamoyl}amino)-1-[(3R)-3-(methylamino)-3-phenylpropanoyl]pyrrolidine-2-carboxamide C(CCC)NC(=O)[C@H]1N(C[C@H](C1)NC(N[C@@H](C)C(N)=O)=O)C(C[C@H](C1=CC=CC=C1)NC)=O